C(CC)OC(=O)C=1C(=NC(=C(C1CCC)C(=O)SCC)CC)C1=CC=CC=C1 6-ethyl-5-[(ethylthio)carbonyl]-2-phenyl-4-propyl-3-pyridinecarboxylic acid propyl ester